1-[(2S,3S)-2-amino-3-methylpentyl]-3-(1-phenylcyclopropyl)-1-{4'-propyl-[1,1'-biphenyl]-4-yl}urea N[C@H](CN(C(=O)NC1(CC1)C1=CC=CC=C1)C1=CC=C(C=C1)C1=CC=C(C=C1)CCC)[C@H](CC)C